NC1=NC=2C=C(C(=CC2C2=C1[C@H](OC2)C)C(=O)N(C2COC1=NC(=CC=C12)C(F)(F)F)C=1C=NN(C1)C)F (3R)-4-amino-7-fluoro-3-methyl-N-(1-methyl-1H-pyrazol-4-yl)-N-(6-(trifluoromethyl)-2,3-dihydrofuro[2,3-b]pyridin-3-yl)-1,3-dihydrofuro[3,4-c]quinolin-8-carboxamide